CN1CCC(CC1)CCN 2-(1-methyl-piperidin-4-yl)-ethylamine